(E)-4,7-dimethyl-4-(3-methylbut-2-en-1-yl)oct-2,6-dienal CC(/C=C/C=O)(CC=C(C)C)CC=C(C)C